1-(4-amino-1,2,5-oxadiazol-3-yl)-N'-((5-fluoronaphthalen-1-yl)methylene)-1H-1,2,3-triazole-4-carbohydrazide NC=1C(=NON1)N1N=NC(=C1)C(=O)NN=CC1=CC=CC2=C(C=CC=C12)F